C(#N)C1=C(C=CC=2C(=CCCCC21)OS(=O)(=O)C(F)(F)F)C(=O)OC methyl 4-cyano-9-(((trifluoromethyl)sulfonyl)oxy)-6,7-dihydro-5H-benzo[7]annulene-3-carboxylate